BrC=1C(=C2C3(CN(C2=CC1)C(=O)C=1C=C(C=CC1)S(=O)(=O)NC(C)(C)C)CCC1(CC3)CC1)F 3-(5''-bromo-4''-fluorodispiro[cyclopropane-1,1'-cyclohexane-4',3''-indoline]-1''-carbonyl)-N-(tert-butyl)benzenesulfonamide